NC1=CC=C2C(C(N(C2=C1)CCC(C)(C)O)=O)(C)C 6-amino-1-(3-hydroxy-3-methyl-butyl)-3,3-dimethyl-indolin-2-one